6-((S)-1-(5-(6-amino-2-methylpyridin-3-yl)-7-(2-((2R,3R)-3-hydroxy-2-methylazetidin-1-yl)ethyl)-1-oxo-3,4-dihydroisoquinolin-2(1H)-yl)ethyl)-4-ethoxynicotinonitrile NC1=CC=C(C(=N1)C)C1=C2CCN(C(C2=CC(=C1)CCN1[C@@H]([C@@H](C1)O)C)=O)[C@@H](C)C1=NC=C(C#N)C(=C1)OCC